CNC(C1=C(C=CC=C1)S(=O)(=O)C1=CC=C2C(=CNC2=C1)\C=C\C1=NC=CC=C1)=O N-methyl-2-[3-((E)-2-pyridin-2-yl-vinyl)-1H-indol-6-ylsulfonyl]Benzamide